3-(trifluoromethyl)cyclohexane-1-carboxylic acid FC(C1CC(CCC1)C(=O)O)(F)F